benzyl (2S)-4-[7-(8-chloro-1-naphthyl)-2-[[(2S)-4,4-difluoro-1-methyl-pyrrolidin-2-yl]methoxy]-8-fluoro-pyrido[4,3-d]pyrimidin-4-yl]-2-(cyanomethyl)piperazine-1-carboxylate ClC=1C=CC=C2C=CC=C(C12)C1=C(C=2N=C(N=C(C2C=N1)N1C[C@@H](N(CC1)C(=O)OCC1=CC=CC=C1)CC#N)OC[C@H]1N(CC(C1)(F)F)C)F